1-(2-(4-isopropyl-5-thioxo-4,5-dihydro-1H-1,2,4-triazol-3-yl)ethyl)-3-(pyridin-4-yl)urea C(C)(C)N1C(=NNC1=S)CCNC(=O)NC1=CC=NC=C1